C[C@H]1CC[C@@H](NC1)C1=CC=C2C=C(C(=NC2=C1)C1CCN(CC1)C)C#N 7-((2R,5S)-5-methylpiperidin-2-yl)-2-(1-methylpiperidin-4-yl)quinoline-3-carbonitrile